(3-fluoropyridin-2-yl)methanamine dihydrochloride Cl.Cl.FC=1C(=NC=CC1)CN